Butyl 3-(3-(4-bromophenyl)ureido)pyrrolidine-1-carboxylate BrC1=CC=C(C=C1)NC(NC1CN(CC1)C(=O)OCCCC)=O